(2-chloro-4-phenoxyphenyl)(4-chloro-7H-pyrrolo[2,3-d]Pyrimidin-5-yl)methanone ClC1=C(C=CC(=C1)OC1=CC=CC=C1)C(=O)C1=CNC=2N=CN=C(C21)Cl